C(C)SC=1C=C(C=NC1C=1N(C(C(=CN1)OCC(C(F)(F)F)(F)F)=O)C)N(C(C)=O)C N-[5-ethylsulfanyl-6-[1-methyl-6-oxo-5-(2,2,3,3,3-pentafluoropropoxy)pyrimidin-2-yl]-3-pyridyl]-N-methyl-acetamide